FC(C1=CC=C(C=N1)O)(F)F 6-(trifluoromethyl)pyridine-3-ol